(9H-fluoren-9-yl)methyl (3S)-3-((1-(tert-butoxy)-4-(4-hydroxypiperidin-1-yl)-1-oxobutan-2-yl)carbamoyl)-3,4-dihydroisoquinoline-2(1H)-carboxylate C(C)(C)(C)OC(C(CCN1CCC(CC1)O)NC(=O)[C@H]1N(CC2=CC=CC=C2C1)C(=O)OCC1C2=CC=CC=C2C=2C=CC=CC12)=O